N1(CCC1)C(=O)C=1C=C(C=2N(C1)C(=C(N2)C)C)NCC2=C(C=CC=C2C)C azetidin-1-yl-{8-[(2,6-dimethylbenzyl)amino]-2,3-dimethylimidazo[1,2-a]pyridin-6-yl}methanone